N'-(2-amino-6-chloro-pyrimidin-4-yl)-3-(trifluoromethylsulfanyl)benzohydrazide methyl-α-methylbutyrate COC(C(CC)C)=O.NC1=NC(=CC(=N1)NNC(C1=CC(=CC=C1)SC(F)(F)F)=O)Cl